COC1=C2C(C(=C(OC2=CC(=C1)OC)C1=CC(=C(C(=C1)OC)OC)OC)CCCCON1CCC(CC1)NC(=O)C=1OC=CC1)=O N-(1-(4-(5,7-dimethoxy-4-oxo-2-(3,4,5-trimethoxyphenyl)-4H-chromen-3-yl)butoxy)piperidin-4-yl)furan-2-carboxamide